F[C@H]1C[C@H](C[C@H]1O)C(=O)OCC |r| (±)-ethyl (1S,3S,4R)-3-fluoro-4-hydroxycyclopentane-1-carboxylate